ClC=1C=C(C(=C(C1)OCCC#CCC)I)[N+](=O)[O-] 5-chloro-1-(hex-3-yn-1-yloxy)-2-iodo-3-nitrobenzene